N[C@@H]1CN(CC[C@@H]1F)C1=NC2=C(N1CC(=O)N1CCC1)C=C(C=C2)C(F)(F)F 2-(2-((3R,4S)-3-Amino-4-fluoropiperidin-1-yl)-6-(trifluoromethyl)-1H-benzo[d]imidazol-1-yl)-1-(azetidin-1-yl)ethan-1-on